1,2,4-triaminophenylamine dihydrochloride Cl.Cl.NC1(C(C=C(C=C1)N)N)N